6-[4-[acetyl(cyclopropylmethyl)amino]-3-methyl-phenyl]-N-[(2,6-dimethyl-3-pyridyl)methyl]pyridine-3-carboxamide tert-butyl-(R)-4-(bromomethylene)-2-methylpyrrolidine-1-carboxylate C(C)(C)(C)OC(=O)N1[C@@H](CC(C1)=CBr)C.C(C)(=O)N(C1=C(C=C(C=C1)C1=CC=C(C=N1)C(=O)NCC=1C(=NC(=CC1)C)C)C)CC1CC1